C(=O)O.ClC=1C=C(C=CC1C1CC1)N1CC(C1)C1=CC=C(CN2CCC(CC2)C(=O)O)C=C1 1-(4-(1-(3-chloro-4-cyclopropyl-phenyl)azetidin-3-yl)benzyl)piperidine-4-carboxylic acid, formic acid salt